C1=CC=C(C=C1)/C=C/C(=O)O The molecule is a monocarboxylic acid that consists of acrylic acid bearing a phenyl substituent at the 3-position. It is found in Cinnamomum cassia. It has a role as a plant metabolite. It is a member of styrenes and a member of cinnamic acids. It is a conjugate acid of a cinnamate.